(Sa)-6-(1-(4-((1R,5S)-3-azabicyclo[3.1.0]hexan-3-yl)-3-fluorobenzyl)-4-chloro-1H-indazole-7-carboxamido)spiro[3.3]heptane-2-carboxylic acid [C@@H]12CN(C[C@H]2C1)C1=C(C=C(CN2N=CC3=C(C=CC(=C23)C(=O)NC2CC3(CC(C3)C(=O)O)C2)Cl)C=C1)F